CC1=C2C(C(=CN(C2=NC(=C1)N1CC(C1)C(NC1=NN(C(=C1)C)CCC)=O)C1=NC(=NS1)C1=NC=NC=C1)C(=O)O)=O 5-methyl-7-{3-[(5-methyl-1-propyl-1H-pyrazol-3-yl)carbamoyl]azetidin-1-yl}-4-oxo-1-[3-(pyrimidin-4-yl)-1,2,4-thiadiazol-5-yl]-1,4-dihydro-1,8-naphthyridine-3-carboxylic acid